N1(CCCCC1)C=1N=CC2=C(N1)C(=NO2)N2CCOCC2 piperidinylmorpholinoisoxazolo[4,5-d]pyrimidine